(3R)-4-{[5-(methoxycarbonyl)-4-methyl-1,3-thiazol-2-yl]carbamoyl}-3-{[3-(5-methyl-1,2,4-oxadiazol-3-yl)phenyl]formylamino}butanoic acid COC(=O)C1=C(N=C(S1)NC(=O)C[C@H](CC(=O)O)NC(=O)C1=CC(=CC=C1)C1=NOC(=N1)C)C